tert-butyl (S)-4-chloro-3-(3-(2-chloro-5-(ethoxycarbonyl)-3-nitrophenoxy)-2-(((trifluoromethyl)sulfonyl)oxy)propoxy)-5-nitrobenzoate ClC1=C(C=C(C(=O)OC(C)(C)C)C=C1[N+](=O)[O-])OC[C@H](COC1=C(C(=CC(=C1)C(=O)OCC)[N+](=O)[O-])Cl)OS(=O)(=O)C(F)(F)F